1-methyl-4-oxo-2,3,4,5-tetrahydro-1H-benzo[d]azepin-7-yl triflate O(S(=O)(=O)C(F)(F)F)C1=CC2=C(C(CNC(C2)=O)C)C=C1